3-hydroxydodecanoyl-carnitine OC(CC(=O)C(O)(C[N+](C)(C)C)CC([O-])=O)CCCCCCCCC